FC=1C=C2C=C(NC2=CC1OCC1=NC(=CC=C1)F)CNC(=O)C1(CC1)C N-({5-fluoro-6-[(6-fluoro-2-pyridyl)methoxy]-2-indolyl}methyl)1-methylcyclopropanecarboxamide